bis(2,5-dioxopyrrolidin-1-yl) 3,3'-((2-(bis(benzyloxy)phosphoryl)acetyl)azanediyl)dipropionate C(C1=CC=CC=C1)OP(=O)(OCC1=CC=CC=C1)CC(=O)N(CCC(=O)ON1C(CCC1=O)=O)CCC(=O)ON1C(CCC1=O)=O